CN1C(=CC(=C1)C1=CC=C(C=C1)C1CCNCC1)C(=O)N[C@H](C)C1=CC=CC2=CC=CC=C12 1-methyl-N-[(1R)-1-(1-naphthyl)ethyl]-4-[4-(4-piperidyl)phenyl]pyrrole-2-carboxamide